COC(=O)C=1SC(=C(C1N)Cl)Cl 3-amino-4,5-dichlorothiophene-2-carboxylic acid methyl ester